FC(COCCNC(=O)C1=CC2=C(N=CN2)C=C1)F benzoimidazole-5-carboxylic acid [2-(2,2-difluoro-ethoxy)-ethyl]-amide